C(C1=CC=CC=C1)OC1CCC=2C1=C(C=C1C(C=C(N(C21)CC)C(=O)OCC)=C=O)F ethyl 7-(benzyloxy)-1-ethyl-6-fluoro-4-carbonyl-1H,4H,7H,8H,9H-cyclopenta[h]quinoline-2-carboxylate